[2-(3-thienyl)ethyloxy-4-butylsulfonic acid] sodium salt [Na+].S1C=C(C=C1)CCOC(CCC)S(=O)(=O)[O-]